N1=CN=C2NC=NC2=C1C=1C(=NC=CC1)NC=1C=C(C=CC1C)NC(CN1C[C@@H](CC1)C(F)(F)F)=O (R)-N-(3-(3-(9H-purin-6-yl)pyridin-2-ylamino)-4-methylphenyl)-2-(3-(trifluoromethyl)pyrrolidin-1-yl)acetamide